ClC1=C(C(=C(C(=C1C)/C=N/OC)O)C\C=C(\C=C\[C@@]1([C@H](/C(/CC[C@H]1C)=N/CC)C)C)/C)OC 4-chloro-2-[(2E,4E)-5-[(1R,2R,3E,6R)-3-(ethylimino)-1,2,6-trimethylcyclohexyl]-3-methylpenta-2,4-dien-1-yl]-3-methoxy-6-[(1E)-(methoxyimino)methyl]5-Methylphenol